ClC=1C=CC2=C(N=C(O2)C2=CC=C(N)C=C2)C1 4-(5-chloro-1,3-benzoxazol-2-yl)aniline